isoxazole carbamate cyclohexaneacetate C1(CCCCC1)CC(=O)O.C(N)(O)=O.O1N=CC=C1